N-methyl-N-((S)-3-methyl-4-((S)-1-tritylaziridine-2-carbonyl)piperazine-1-carbonyl)-L-valine CN([C@@H](C(C)C)C(=O)O)C(=O)N1C[C@@H](N(CC1)C(=O)C1[N@](C1)C(C1=CC=CC=C1)(C1=CC=CC=C1)C1=CC=CC=C1)C